2-(4-(3-isopropyl-2-(8-methoxy-7-methyl-[1,2,4]triazolo[1,5-a]pyridin-6-yl)-1H-indol-5-yl)piperidin-1-yl)-N-methylacetamide C(C)(C)C1=C(NC2=CC=C(C=C12)C1CCN(CC1)CC(=O)NC)C=1C(=C(C=2N(C1)N=CN2)OC)C